OC1=C(C=CC=C1)C=1C=C2C(=NN1)NC[C@@H]1N2CCN(C1)C(=O)[C@H]1CN(CCC1)C1CCN(CC1)C(=O)OC(C)(C)C (R)-tert-butyl 3-((S)-2-(2-hydroxyphenyl)-6,6a,7,8,9,10-hexahydro-5H-pyrazino[1',2':4,5]pyrazino[2,3-c]pyridazine-8-carbonyl)-[1,4'-bipiperidine]-1'-carboxylate